FC1=C(C=CC=C1)COC=1C=CC2=C(C(=C(S2)C)C(=O)N[C@H](C(=O)N)CO)C1 (2S)-2-({5-[(2-fluorophenyl)methoxy]-2-methyl-1-benzothiophen-3-yl}formamido)-3-hydroxypropanamide